1-(3-Isopropylphenyl)-3-(4-methyl-5-(2-(methylamino)pyrimidin-4-yl)thiazol-2-yl)urea C(C)(C)C=1C=C(C=CC1)NC(=O)NC=1SC(=C(N1)C)C1=NC(=NC=C1)NC